(R)-N-(4-(3-((6-methoxyquinazolin-2-yl)amino)piperidine-1-carbonyl)phenyl)acrylamide COC=1C=C2C=NC(=NC2=CC1)N[C@H]1CN(CCC1)C(=O)C1=CC=C(C=C1)NC(C=C)=O